3-{[(4-cyanophenyl)carbamoyl]amino}-3-[(1,1,1-trifluoro-3-methoxy-3-oxopropan-2-yl)carbamoyl]propanoic acid C(#N)C1=CC=C(C=C1)NC(=O)NC(CC(=O)O)C(NC(C(F)(F)F)C(=O)OC)=O